(2R)-N-[4-(3-Hydroxy-1-methyl-azetidin-3-yl)phenyl]-1-[(3-methyl-2-pyridyl)methyl]piperidine-2-carboxamide OC1(CN(C1)C)C1=CC=C(C=C1)NC(=O)[C@@H]1N(CCCC1)CC1=NC=CC=C1C